8-((4-fluorobenzyl)oxy)-3-methyl-1,2,3,4,5,6-hexahydroazepino[4,5-b]indole FC1=CC=C(COC=2C=CC=3C4=C(NC3C2)CCN(CC4)C)C=C1